[N+](=O)([O-])C1=C(C=C(C=C1)C=O)N1CCNCC1 (4-nitro-3-(piperazin-1-yl)phenyl)methanone